3-(2-(aminomethyl)-6-cyclopropylimidazo[1,2-a]pyridin-8-yl)-3-azabicyclo[3.1.0]hexan-2-one hydrochloride Cl.NCC=1N=C2N(C=C(C=C2N2C(C3CC3C2)=O)C2CC2)C1